(5R)-2-(1-ethylsulfonylpiperidin-4-yl)-5-methyl-6,7-dihydro-5H-pyrazolo[5,1-b][1,3]oxazine-3-carboxylic acid C(C)S(=O)(=O)N1CCC(CC1)C1=NN2C(O[C@@H](CC2)C)=C1C(=O)O